NC1=CC=C(C=C1)CCN1[C@@H](O[C@H](C1=O)C)C=1C(=NN(C1)C1=CC=C(C=C1)Br)C1=COC=C1 (2S,5S)-3-(4-aminophenylethyl)-2-(1-(4-bromophenyl)-3-(furan-3-yl)-1H-pyrazol-4-yl)-5-methyloxazolidin-4-one